1-(naphthalen-2-yl)cyclohexane-1,4-diamine C1=C(C=CC2=CC=CC=C12)C1(CCC(CC1)N)N